N-(3-(4'-(2-oxaspiro[3.5]nonan-7-yloxy)-4,5,5',6'-tetrahydro-2H-spiro[furan-3,8'-pyrano[3,4-b]pyridin]-2'-yl)-1H-pyrrolo[2,3-c]pyridin-5-yl)acetamide C1OCC12CCC(CC2)OC2=C1C(=NC(=C2)C2=CNC3=CN=C(C=C32)NC(C)=O)C3(OCC1)COCC3